ClC=1C2=C(C(=NN1)N[C@H]1CN(CCC1)C(=O)OC(C)(C)C)CCC2 tert-butyl (R)-3-((4-chloro-6,7-dihydro-5H-cyclopenta[d]pyridazin-1-yl)amino)piperidine-1-carboxylate